2-(2,6-Dioxopiperidin-3-yl)-4-(4-(2-hydroxyethyl)piperidin-1-yl)isoindoline-1,3-dione O=C1NC(CCC1N1C(C2=CC=CC(=C2C1=O)N1CCC(CC1)CCO)=O)=O